tert-butyl 4-((1-(benzo[d][1,3]dioxol-5-yl)ethyl)carbamoyl)piperidine-1-carboxylate O1COC2=C1C=CC(=C2)C(C)NC(=O)C2CCN(CC2)C(=O)OC(C)(C)C